2-(4-chlorophenyl)oxazole-5-carboxylic acid ClC1=CC=C(C=C1)C=1OC(=CN1)C(=O)O